C(=O)C1N(C(OC1)(C)C)C(=O)OC(C)(C)C tert-butyl (3R)-4-formyl-2,2-dimethyl-oxazolidine-3-carboxylate